C(CCCCC)(=O)[O-].C(C1=CC=CC=C1)[N+](C)(C)CC(C)O benzyl-(2-hydroxypropyl)-dimethyl-ammonium hexanoate